pentamethylcyclopentadienyl(1-isopropyl-benz[f]indenyl)hafnium CC1=C(C(=C(C1([Hf]C=1CC=2C=C3C(=CC2C1C(C)C)C=CC=C3)C)C)C)C